C1(CC1)CN1C(N(C2=NN(C(C(=C21)C2=CC=C(C=C2)C2CC2)=O)C2=CC1=CN(N=C1C=C2)C)C)=O 5-(cyclopropylmethyl)-4-(4-cyclopropylphenyl)-7-methyl-2-(2-methyl-2H-indazol-5-yl)-2,7-dihydro-3H-imidazo[4,5-c]pyridazine-3,6(5H)-dione